COC1=C2C(=NNC2=CC(=C1)CN1N=CC(=C1)CC#CC(=O)N)NS(=O)(=O)C1=C(C=CC=C1)OC ((1-((4-methoxy-3-((2-methoxyphenyl)sulfonamido)-1H-indazol-6-yl)methyl)-1H-pyrazol-4-yl)methyl)propiolamide